1-(3-bromopropyl)-2,3,3-trimethyl-3H-indole BrCCCN1C(C(C2=CC=CC=C12)(C)C)C